N-benzyl-2,4-dimethoxy-6-pentyl-N-phenyl-benzenesulfonamide C(C1=CC=CC=C1)N(S(=O)(=O)C1=C(C=C(C=C1CCCCC)OC)OC)C1=CC=CC=C1